tert-butyl (R)-(1-(6-cyclopropyl-8-(5-methyl-6-oxo-2-oxa-5,7-diazaspiro[3.4]octan-7-yl)imidazo[1,2-a]pyridin-2-yl)ethyl)carbamate C1(CC1)C=1C=C(C=2N(C1)C=C(N2)[C@@H](C)NC(OC(C)(C)C)=O)N2C(N(C1(COC1)C2)C)=O